5-fluoro-2-(4-fluoro-4-methoxycarbonyl-1-piperidinyl)pyrimidine-4-carboxylic acid FC=1C(=NC(=NC1)N1CCC(CC1)(C(=O)OC)F)C(=O)O